Bromo-tripyrrolidinophosphonium hexafluorophosphate F[P-](F)(F)(F)(F)F.Br[P+](N1CCCC1)(N1CCCC1)N1CCCC1